tert-butyl N-[(2S)-but-3-yn-2-yl]carbamate C[C@@H](C#C)NC(OC(C)(C)C)=O